COC([C@@H](NC(=O)N1C=CC2=C1N=CN=C2N(C)[C@H]2CN(CC[C@H]2C)C(CC#N)=O)CCCCNC(=O)OC(C)(C)C)=O N6-(tert-butoxycarbonyl)-N2-(4-(((3R,4R)-1-(2-cyanoacetyl)-4-methylpiperidin-3-yl)(methyl)amino)-7H-pyrrolo[2,3-d]Pyrimidine-7-carbonyl)-L-lysine methyl ester